(E)-4-[2-(2-aminoethoxy)ethoxy]-1-[(3R)-3-[4-amino-3-(4-phenoxyphenyl)pyrazolo[3,4-d]pyrimidin-1-yl]-1-piperidyl]but-2-en-1-one NCCOCCOC/C=C/C(=O)N1C[C@@H](CCC1)N1N=C(C=2C1=NC=NC2N)C2=CC=C(C=C2)OC2=CC=CC=C2